COC1=NC=C(C(=N1)OC)B(O)O (2,4-dimethoxypyrimidin-5-yl)boronic acid